FC1(CC(CC1)C(C(=O)NC=1SC(=NN1)COC)C1=CC=C(C=C1)C=1N=NN(N1)C)F 2-(3,3-Difluorocyclopentyl)-N-(5-(methoxymethyl)-1,3,4-thiadiazol-2-yl)-2-(4-(2-methyl-2H-tetrazol-5-yl)phenyl)acetamide